3-amino-4-(7-fluoro-1H-indazol-4-yl)-6-propan-2-yl-1H-1,7-phenanthrolin-2-one NC=1C(NC2=C3C=CC=NC3=C(C=C2C1C1=C2C=NNC2=C(C=C1)F)C(C)C)=O